5-((R)-2-methylmorpholinoyl)pyrazolo[1,5-a]pyrimidine-3-carboxamide C[C@@H]1CN(CCO1)C(=O)C1=NC=2N(C=C1)N=CC2C(=O)N